C(CCC)NCC(=O)O butylglycine